codeine sesquihydrate O.C1=CC(OC)=C2C=3[C@@]45[C@@H](O2)[C@@H](O)C=C[C@H]4[C@@H](CC13)N(C)CC5.O.O.C5=CC(OC)=C1C=3[C@@]42[C@@H](O1)[C@@H](O)C=C[C@H]4[C@@H](CC53)N(C)CC2